phosphinane 1-oxide P1(CCCCC1)=O